ClC=1C=C(C(=C(C1)C1=CC=C(C=C1)OCC(=O)O)NS(=O)(=O)C=1C=NC=C(C1)C)F ({5'-chloro-3'-fluoro-2'-[(5-methylpyridine-3-sulfonyl)amino][1,1'-biphenyl]-4-yl}oxy)ethanoic acid